2-(2,6-dioxo-3-piperidyl)-4-(prop-2-ynylamino)isoindoline-1,3-dione O=C1NC(CCC1N1C(C2=CC=CC(=C2C1=O)NCC#C)=O)=O